[N+](=O)([O-])C1=CC=C(C=C1)SC#CC (4-nitrophenyl)(prop-1-yn-1-yl)sulfane